2,3-dihydro-1-benzofuran-5-ylboronic acid O1CCC2=C1C=CC(=C2)B(O)O